(8S,11R,13S,14S,17R)-17-acetyl-11-(4-((6-hydroxyhexyl)(methyl)amino)phenyl)-13-methyl-3-oxo-2,3,6,7,8,11,12,13,14,15,16,17-dodecahydro-1H-cyclopenta[a]phenanthren-17-yl acetate C(C)(=O)O[C@@]1(CC[C@H]2[C@@H]3CCC4=CC(CCC4=C3[C@H](C[C@]12C)C1=CC=C(C=C1)N(C)CCCCCCO)=O)C(C)=O